N-[2-(p-chlorobenzenesulfonyloxy)phenyl]-N'-[3-(p-chlorobenzenesulfonyloxy)phenyl]urea ClC1=CC=C(C=C1)S(=O)(=O)OC1=C(C=CC=C1)NC(=O)NC1=CC(=CC=C1)OS(=O)(=O)C1=CC=C(C=C1)Cl